C(CCC)[Sn](OC(CCCCCCCCC=C)=O)(CCCC)CCCC Tributyl(undec-10-enoyloxy)stannane